fmoc-D-glutamic acid gamma-tert-butyl ester CC(C)(C)OC(=O)CC[C@H](C(=O)O)NC(=O)OCC1C2=CC=CC=C2C3=CC=CC=C13